C(CCCCCCC)OCC1=C2C=CC=NC2=C(C=C1)O 5-octyloxymethyl-8-hydroxyquinoline